Cl.NC(CNC(=O)C1=CN(CCS1)C=1C2=C(N=CN1)NC=C2C)(C)C N-(2-amino-2-methylpropyl)-4-(5-methyl-7H-pyrrolo[2,3-d]pyrimidin-4-yl)-3,4-dihydro-2H-1,4-thiazine-6-carboxamide hydrochloride